P1(CC=CC=C1)C1=CC=CC=C1 phosphabiphenyl